C(CCCCCCCCCCCCCCC)(=O)OCC(COC(CCCCCCCCCCCCCCC)=O)(COC(CCCCCCCCCCCCCCC)=O)NCCS(NCCN(C)C)(=O)=O 2-((2-(N-(2-(Dimethylamino)ethyl)sulfamoyl)ethyl)amino)-2-((palmitoyloxy)methyl)propane-1,3-diyl dipalmitate